4,5-dimethyl-4,5,6,7-tetrahydropyrazolo[1,5-a]pyrazin-2-amine CC1C=2N(CCN1C)N=C(C2)N